ethyl (R)-6-hydroxyl-8-chlorooctanoate O[C@H](CCCCC(=O)OCC)CCCl